3-(((2R)-2-(difluoromethyl)piperazin-1-yl)methyl)pyridine FC([C@@H]1N(CCNC1)CC=1C=NC=CC1)F